1,2-Di(phenoxymethyl)benzene O(C1=CC=CC=C1)CC1=C(C=CC=C1)COC1=CC=CC=C1